[Na].[N+](=O)([O-])C=1C=CC=2N(C3=CC=C(C=C3C2C1)[N+](=O)[O-])CCCS(=O)(=O)O 3-(3,6-dinitro-9H-carbazol-9-yl)propane-1-sulfonic acid sodium